OC1CCC(N(C1)C1=NC(=CC(=C1)C=1C=C(C=CC1C)NC(=O)N1C[C@@H](CC1)CC(F)(F)F)N1CCOCC1)=O (3S)-N-(3-[2-[5-hydroxy-2-oxopiperidin-1-yl]-6-(morpholin-4-yl)pyridin-4-yl]-4-methylphenyl)-3-(2,2,2-trifluoroethyl)pyrrolidine-1-carboxamide